O1CCN(CC1)N1C=NC2=CC=C(C=C2C1=O)[N+](=O)[O-] 3-morpholino-6-nitroquinazolin-4(3H)-one